C(#N)CC1CC(C1)(C1=NN=CN1C)C=1C=C(C=CC1)NC(=O)C1=CC(=C2C(=N1)C(CC2)C)C(C)N2C[C@H](CCC2)C N-(3-(3-(cyanomethyl)-1-(4-methyl-4H-1,2,4-triazol-3-yl)cyclobutyl)phenyl)-7-methyl-4-(1-((S)-3-methylpiperidin-1-yl)ethyl)-6,7-dihydro-5H-cyclopenta[b]pyridine-2-carboxamide